CN1C(=CC2=C1N=CN=C2C2=CC=CC=C2)P(C2=CC=CC=C2)(C2=CC=CC=C2)=O (7-methyl-4-phenyl-7H-pyrrolo[2,3-d]pyrimidin-6-yl)diphenyl-phosphine oxide